4-Amino-2-butanthiol hydrochlorid Cl.NCCC(C)S